9-ethyl-4,6-dioxo-10-propyl-6,9-dihydro-4H-pyrano[3,2-g]quinoline-2,8-dicarboxylic acid C(C)N1C(=CC(C2=CC3=C(C(=C12)CCC)OC(=CC3=O)C(=O)O)=O)C(=O)O